(R)-1-(2-isobutyramido-8-(isopropylamino)pyrido[3,4-d]pyrimidin-6-yl)ethyl benzoate C(C1=CC=CC=C1)(=O)O[C@H](C)C1=CC2=C(N=C(N=C2)NC(C(C)C)=O)C(=N1)NC(C)C